C(C#C)N(C(OC(C)(C)C)=O)CC#C tert-butyl di(prop-2-yne-1-yl)carbamate